(5S,7S)-2-(difluoromethylsulfinyl)-7-fluoro-5-(2-fluorophenyl)-6,7-dihydro-5H-pyrrolo[1,2-b][1,2,4]triazole FC(S(=O)C=1N=C2N(N1)[C@@H](C[C@@H]2F)C2=C(C=CC=C2)F)F